butyl-(S)-pyrrolidine-3-carbonitrile C(CCC)N1C[C@H](CC1)C#N